6-(2-hydroxy-1-((1-methylcyclobutyl)amino)ethyl)-2-(6-((1S,3S)-3-methyl-1-(4-methyl-4H-1,2,4-triazol-3-yl)cyclobutyl)imidazo[1,2-a]pyridin-8-yl)-4-(trifluoromethyl)isoindol-1-one OCC(NC1(CCC1)C)C1=CC(=C2CN(C(C2=C1)=O)C=1C=2N(C=C(C1)C1(CC(C1)C)C1=NN=CN1C)C=CN2)C(F)(F)F